maleimidobenzoylsulfosuccinimide C1(C=CC(N1C1C(C(=O)NC1=O)(S(=O)(=O)O)C(C1=CC=CC=C1)=O)=O)=O